FC1=C(C=C(C=C1)[C@H]1[C@@H](C1)C=1C=NC(=NC1)C1=NC=CC=N1)N1C[C@@H](CC1)OC trans-5-(2-(4-Fluoro-3-((R)-3-methoxypyrrolidin-1-yl)phenyl)cyclopropyl)-2,2'-bipyrimidine